bis(3'-tert-butylphenyl)-1-4-hydroxyphenyl-ethane C(C)(C)(C)C=1C=C(C=CC1)C(C)(C1=CC=C(C=C1)O)C1=CC(=CC=C1)C(C)(C)C